C12(CC3CC(CC(C1)C3)C2)NC(C(C2CCN(CC2)CC)N(C(CCCCCCCCCCCCCCC)=O)C(CCCCCCC)CCCCCCC)=O N-(2-(((1s,3s)-adamantan-1-yl)amino)-1-(1-ethylpiperidin-4-yl)-2-oxoethyl)-N-(pentadecan-8-yl)palmitamide